5-((trimethylsilyl)ethynyl)pyrimidin-4-amine C[Si](C)(C)C#CC=1C(=NC=NC1)N